2-(4,7-bis(2-(benzyloxy)-2-oxoethyl)-1,4,7-triazonan-1-yl)acetic acid C(C1=CC=CC=C1)OC(CN1CCN(CCN(CC1)CC(OCC1=CC=CC=C1)=O)CC(=O)O)=O